2-(2-hydroxypropan-2-yl)-N'-((2-propyl-6,7-dihydro-5H-cyclopenta[b]pyridin-4-yl)carbamoyl)thiazole-5-sulfonimidamide OC(C)(C)C=1SC(=CN1)S(=O)(N)=NC(NC1=C2C(=NC(=C1)CCC)CCC2)=O